OC1=C(C(=C(C(=O)[O-])C=C1)O)O.[Li+] lithium trihydroxybenzoate